OC1=CC(=C(CNC(COC(CCC\C=C/C\C=C/C\C=C/C\C=C/CCCCC)=O)=O)C=C1OC)I eicosa-5,8,11,14-tetraenoic acid (5z,8z,11z,14z)-2-((4-hydroxy-2-iodo-5-methoxy-benzyl) amino)-2-oxoethyl ester